6-((3-hydroxypyrrolidin-1-yl)methyl)pyrimidine-2,4(1H,3H)-dione OC1CN(CC1)CC1=CC(NC(N1)=O)=O